NC1=NC(=C2N=CN(C2=N1)CCNC(=O)C1=CC(=NN1)CCC)O N-(2-(2-amino-6-hydroxy-9H-purin-9-yl)ethyl)-3-propyl-1H-pyrazole-5-carboxamide